(R)-2-hydroxy-1-(2-(3-methylmorpholinyl)-4-(1H-pyrrolo[2,3-b]pyridin-4-yl)-5H-pyrrolo[2,3-d]pyrimidin-7(6H)-yl)ethanone OCC(=O)N1CCC2=C1N=C(N=C2C2=C1C(=NC=C2)NC=C1)N1[C@@H](COCC1)C